p-Aminophenyl 3,6-di-O-(α-D-mannopyranosyl)-α-D-mannopyranoside [C@H]1([C@@H](O)[C@@H](O)[C@H](O)[C@H](O1)CO)O[C@@H]1[C@@H]([C@@H](OC2=CC=C(C=C2)N)O[C@@H]([C@H]1O)CO[C@@H]1[C@@H](O)[C@@H](O)[C@H](O)[C@H](O1)CO)O